C(#N)C1=CC=C(C=C1)CNC1=NC(=NC(=C1)N1CCNCC1)NC=1SC(=C(N1)C)C(=O)OCC 2-[[4-[[(4-Cyanophenyl)methyl]amino]-6-(1-piperazinyl)-2-pyrimidinyl]amino]-4-methyl-5-thiazolecarboxylic acid, ethyl ester